1-[3-(4-hydroxyphenyl)sulfonylazetidin-1-yl]ethan-1-one methyl-7-bromo-2-methyl-1,2,3,4-tetrahydroisoquinoline-5-carboxylate COC(=O)C=1C=2CCN(CC2C=C(C1)Br)C.OC1=CC=C(C=C1)S(=O)(=O)C1CN(C1)C(C)=O